C(N)(OCC=1OC(=NN1)C=1C(=NC=CC1)NC1=CC=C(C=C1)C(F)(F)F)=O [[5-[2-[4-(trifluoromethyl)anilino]-3-pyridyl]-1,3,4-oxadiazol-2-yl] methyl] carbamate